S(N)(OCCN1C(N(CC1)C1=C(C(=CC(=C1)C(F)(F)F)C(F)(F)F)OC(N(C)C1=CC=C(C=C1)F)=O)=O)(=O)=O 2-(3-(2-(((4-fluorophenyl)(methyl)carbamoyl)oxy)-3,5-bis(trifluoromethyl)phenyl)-2-oxoimidazolidin-1-yl)ethyl sulfamate